FC=1C=CC=C2C(C(NC12)=O)(C1=CC2=C(OCO2)C=C1OC[C@@H](CC(C)(C)C)O)C1=CC2=C(OCO2)C=C1OC[C@@H](CC(C)(C)C)O 7-fluoro-3,3-bis(6-(((R)-2-hydroxy-4,4-dimethylpentyl)oxy)benzo[d][1,3]dioxol-5-yl)indolin-2-one